C(C)(C)(C)C=1C=C(C=C(C=O)C1)C=O 5-tert-butylisophthalaldehyde